6-[(4-ethylphenyl)sulfamoyl]-N-(2-methylcyclohexyl)-4-oxo-1H-quinoline-3-carboxamide C(C)C1=CC=C(C=C1)NS(=O)(=O)C=1C=C2C(C(=CNC2=CC1)C(=O)NC1C(CCCC1)C)=O